NC=1C2=C(N=CN1)N(C(=C2C2=CC=C(C=C2)OC2=NC=CN=C2)C#CC2CCN(CC2)C(C=C)=O)C(C)C 1-(4-((4-amino-7-isopropyl-5-(4-(pyrazin-2-yloxy)phenyl)-7H-pyrrolo[2,3-d]pyrimidin-6-yl)eth-ynyl)piperidin-1-yl)prop-2-en-1-one